F[P-](F)(F)(F)(F)F.N1(N=NC2=C1C=CC=C2)OP(N(C)C)(N(C)C)N(C)C (benzotriazol-1-yloxy)tris-(dimethylamino)phosphine hexafluorophosphate